FC(S(=O)(=O)C=1C=C(C=O)C=CC1)(F)F 3-(trifluoromethylsulfonyl)benzaldehyde